BrC1=CC=C(C=C1)N1N=C(C(=N1)C1OCC(N1CCC1=CC2=C(NC(N2)=O)C=C1)=O)C1=CC=C(C=C1)F 2-(2-(4-bromophenyl)-5-(4-fluorophenyl)-2H-1,2,3-triazol-4-yl)-3-(2-(2-oxo-2,3-dihydro-1H-benzo[d]imidazol-5-yl)ethyl)oxazolidin-4-one